C1=CC(=CC=C1)S(=O)(=O)NN 3-benzenesulfonyl-hydrazine